methyl 5-chloro-6-cyano-2-((2-methyl-4-(trifluorometh-oxy)phenyl)amino)-nicotinate ClC=1C(=NC(=C(C(=O)OC)C1)NC1=C(C=C(C=C1)OC(F)(F)F)C)C#N